5-fluoro-N-[(1S,2S)-2-hydroxy-2,3-dihydro-1H-inden-1-yl]-4-(3-oxo-5,6,7,8-tetrahydro[1,2,4]triazolo[4,3-a]pyridin-2(3H)-yl)-2-{[(2S)-1,1,1-trifluoropropan-2-yl]oxy}benzamide FC=1C(=CC(=C(C(=O)N[C@@H]2[C@H](CC3=CC=CC=C23)O)C1)O[C@H](C(F)(F)F)C)N1N=C2N(CCCC2)C1=O